(5S)-3-fluoro-5,8,8-trimethyl-5-phenyl-9,10-dihydro-7H-benzo[b][1,8]naphthyridin-6-one FC1=CC=2[C@@](C3=C(NC2N=C1)CC(CC3=O)(C)C)(C3=CC=CC=C3)C